2-(±)-ethyl 2-(4-(3-carbamoyltetrahydrofuran-3-yl)phenyl)pentanoate C(N)(=O)C1(COCC1)C1=CC=C(C=C1)C(C(=O)OCC)CCC